C12CNCC(CC1)N2C=2SC=1CN(CC(C1N2)(C)C)C(=O)C2CCCC2 (2-(3,8-diazabicyclo[3.2.1]octan-8-yl)-7,7-dimethyl-6,7-dihydrothiazolo[5,4-c]pyridin-5(4H)-yl)(cyclopentyl)methanone